COC(=O)C1=C(C=NC=C1)NC[C@@H]1CCCC2=CC(=CC=C12)N(C)C1=CC=C(C=C1)OC 3-({[(1R)-6-[(4-methoxyphenyl)(methyl)amino]-1,2,3,4-tetrahydronaphthalen-1-yl]methyl}amino)pyridine-4-carboxylic acid methyl ester